C(C1=CC=CC=C1)OCCOC1CNC1 3-(2-benzyloxyethoxy)azetidine